ClC1=C(C=CC(=C1)C1CC1)NC=1N(C(C=C2CCN(C(C12)=O)OCCO)=O)C 8-((2-chloro-4-cyclopropylphenyl)amino)-2-(2-hydroxyethoxy)-7-methyl-3,4-dihydro-2,7-naphthyridine-1,6(2H,7H)-dione